N-(2-ethoxy-4-(4-methyl-4H-1,2,4-triazol-3-yl)phenyl)-4-(piperidin-1-yl)pyrrolo[2,1-f][1,2,4]triazin-2-amine C(C)OC1=C(C=CC(=C1)C1=NN=CN1C)NC1=NN2C(C(=N1)N1CCCCC1)=CC=C2